N-cyclohexyl-2-benzothiazolyl-sulfenate C1(CCCCC1)N1C(SC2=C1C=CC=C2)OS